OCC1=CC2=C(N=C(N=[N+]2[O-])NCCC(=O)OC(C)C)C=C1 7-(Hydroxymethyl)-3-((3-isopropoxy-3-oxopropyl)amino)benzo[e][1,2,4]triazine-1-oxide